C(C)(C)S(=O)(=O)N1CCNCC1 4-(isopropylsulfonyl)piperazine